C(=O)O.ClC1=C(C(=O)N2CCC(CC2)C(=O)NC[C@@H]2CNCC2)C=CC(=C1)NC(=O)C=1N(C(=CN1)C1=C(C(=C(C=C1)OC)F)F)C 1-[2-chloro-4-[[5-(2,3-difluoro-4-methoxy-phenyl)-1-methyl-imidazole-2-carbonyl]amino]benzoyl]-N-[[(3S)-pyrrolidin-3-yl]methyl]piperidine-4-carboxamide formate